NC1=NC2=NC=C(N=C2C(=N1)O)CNC1=CC=C(C(=O)NC(CCC(NCCOCCOCCOCCOCCOCCOCCOCCOCC#C)=O)C(=O)O)C=C1 32-(4-(((2-amino-4-hydroxypteridin-6-yl)methyl)amino)benzamido)-29-oxo-4,7,10,13,16,19,22,25-octaoxa-28-azatritriacont-1-yn-33-oic acid